O1C(OCCC1)CCN1C(C(=C(C2=NC=CC=C12)N1CCN(CC1)C(C1=CC=CC=C1)C1=CC=CC=C1)[N+](=O)[O-])=O 1-(2-(1,3-dioxane-2-yl)ethyl)-4-(4-benzhydryl-piperazin-1-yl)-3-nitro-1,5-naphthyridin-2(1H)-one